4-(2-chloro-4-fluorophenyl)isoquinolin-1(2H)-one ClC1=C(C=CC(=C1)F)C1=CNC(C2=CC=CC=C12)=O